N-lauroylglutamic acid C(CCCCCCCCCCC)(=O)N[C@@H](CCC(=O)O)C(=O)O